C(C)(C)(C)P(C1=CC=NN1C=1C(=NN(C1C1=CC=CC=C1)C1=CC=CC=C1)C1=CC=CC=C1)C(C)(C)C 5-(Di-tert-butylphosphino)-1',3',5'-triphenyl-1'H-1,4-bipyrazole